C(C)(=O)OCCC=CCCC\C=C/CCCCC 8Z-3,8-tetradecadienyl acetate